1,1-di(benzofuran-7-yl)-N-(bis(4-(tributylsilyl)phenyl)phosphaneyl)-N-methylphosphanamine O1C=CC2=C1C(=CC=C2)P(N(C)P(C2=CC=C(C=C2)[Si](CCCC)(CCCC)CCCC)C2=CC=C(C=C2)[Si](CCCC)(CCCC)CCCC)C2=CC=CC=1C=COC12